3-allyl-5,5-dimethyl-hydantoin C(C=C)N1C(NC(C1=O)(C)C)=O